BrC=1C(N(C(=CC1NCC1=CC=C(C=C1)F)C)CC1=CC=C(C=C1)F)=O 3-bromo-1-(4-fluorobenzyl)-4-[(4-fluorobenzyl)amino]-6-methylpyridin-2(1H)-one